5-(hydroxy-methyl)pyrrolidine-1-carboxylate OCC1CCCN1C(=O)[O-]